rac-Methyl 4-(1-(3-amino-6-chloropyridazin-4-yl)-3-methylpiperidin-3-yl)benzoate NC=1N=NC(=CC1N1C[C@@](CCC1)(C)C1=CC=C(C(=O)OC)C=C1)Cl |r|